C1(=CCC(CC1)C(C=O)C)C p-mentha-1-ene-9-aldehyde